ClC1=C(C#N)C(=CC(=N1)C(=O)N1CC(C1)C(F)(F)F)NC1=CC=2C3=C(C(N(C2C=C1)C)=O)OCC[C@@H](N3)C3CC3 (R)-2-chloro-4-((2-cyclopropyl-7-methyl-6-oxo-1,2,3,4,6,7-hexahydro-[1,4]oxazepino[2,3-c]quinolin-10-yl)amino)-6-(3-(trifluoromethyl)azetidine-1-carbonyl)nicotinonitrile